2-[(7Z)-5-Chlorobicyclo[4.2.0]octa-1,3,5-trien-7-ylidene]-2-[(3-methylisoxazol-4-yl)-formamido]-N-[4-(tetrahydropyran-4-yl)phenyl]acetamide ClC=1C=CC=C2C/C(/C12)=C(\C(=O)NC1=CC=C(C=C1)C1CCOCC1)/NC(=O)C=1C(=NOC1)C